COC1=C(C=C(C(=C1)[N+](=O)[O-])S(=O)(=O)O)N1NC(=NN1C1=C(C=C(C(=C1)S(=O)(=O)O)[N+](=O)[O-])OC)C(=O)NC1=CC=CC=C1 2,3-bis-(2-methoxy-4-nitro-5-sulfophenyl)-2H-tetrazole-5-carboxanilide